P(OCC(F)F)(F)F 2,2-difluoroethyl difluorophosphite